{4-[6-amino-5-(2-chloro-benzyloxy)-pyridin-3-yl]-phenyl}-[(3S)-3-amino-pyrrolidin-1-yl]-methanone NC1=C(C=C(C=N1)C1=CC=C(C=C1)C(=O)N1C[C@H](CC1)N)OCC1=C(C=CC=C1)Cl